6-(1-(tert-butyl)-1H-pyrazol-4-yl)pyrazolo[1,5-a]pyridine-3-carbonitrile C(C)(C)(C)N1N=CC(=C1)C=1C=CC=2N(C1)N=CC2C#N